[Br-].[Br-].C(C(C)C)O[Ti+2]OCC(C)C diisobutoxytitanium dibromide